C(#N)/C(/C(=O)N[C@H](C)C1=CC(=C(C=C1)OC)OC)=C\C1=CNC2=NC=C(C=C21)C(=O)N2CCN(CC2)C (R,E)-2-cyano-N-(1-(3,4-dimethoxyphenyl)ethyl)-3-(5-(4-methylpiperazine-1-carbonyl)-1H-pyrrolo[2,3-b]pyridin-3-yl)acrylamide